tert-Butyl (2R,5S)-2,5-dimethyl-4-(7-tosyl-5-vinyl-7H-pyrrolo[2,3-d]pyrimidin-4-yl)piperazine-1-carboxylate C[C@H]1N(C[C@@H](N(C1)C=1C2=C(N=CN1)N(C=C2C=C)S(=O)(=O)C2=CC=C(C)C=C2)C)C(=O)OC(C)(C)C